COC(=O)C1CNC2=CC=CC=C12 methylindoline-3-carboxylate